(R,R)-[2-(4'-i-Propyloxazolin-2'-yl)ferrocenyl]diphenylphosphine CC(C)C1COC(=N1)[C]2[CH][CH][CH][C]2P(C3=CC=CC=C3)C4=CC=CC=C4.[CH]1[CH][CH][CH][CH]1.[Fe]